FC(C(=O)O)(F)F.FC(C(=O)O)(F)F.OC=1C=CC=2C=3N(C(=NC2C1OC)NC(=O)C=1C=NC=NC1)CCN3 N-(8-hydroxy-7-methoxy-2,3-dihydroimidazo[1,2-c]Quinazolin-5-yl)pyrimidine-5-carboxamide bis(trifluoroacetate)